2-(3-Chloro-2-pyridyl)-5-(2,2,3,3,3-pentafluoro-propoxy)pyrazole-3-carboxylic acid ClC=1C(=NC=CC1)N1N=C(C=C1C(=O)O)OCC(C(F)(F)F)(F)F